NC1=NC=NC=N1 4-amino-1,3,5-triazine